C(=O)O.FC1=C(OCC#N)C=CC(=C1F)C1=CN=C2N1C=CN=C2NC2=CC(=C(C=C2)C(=O)N2CCN(CC2)C(=O)N2CCNCC2)C 2-[2,3-difluoro-4-[8-[3-methyl-4-[4-(piperazine-1-carbonyl)piperazine-1-carbonyl]anilino]imidazo[1,2-a]pyrazin-3-yl]phenoxy]acetonitrile formate